5-[(1R)-1-(3,5-Dichloro-4-pyridyl)ethoxy]-3-iodo-6-methoxy-1H-indazole ClC=1C=NC=C(C1[C@@H](C)OC=1C=C2C(=NNC2=CC1OC)I)Cl